O=C1NC2=CC=C(C=C2C1)NC1=NC=CC(=N1)C=1C=CC(=C(C#N)C1)N1CCCC1 5-[2-[(2-oxo-1,3-dihydroindol-5-yl)amino]pyrimidin-4-yl]-2-pyrrolidin-1-ylbenzonitrile